CC1(OCC[C@@H](C1)C=1C=C2C=C(NC2=CC1)C(=O)[O-])C (S)-5-(2,2-dimethyltetrahydro-2H-pyran-4-yl)-1H-indole-2-carboxylate